C1=C2C3=C(C=NC2=CN=C1)OC[C@@H]1N3CCN(C1)C(=O)OC(C)(C)C tert-butyl (R)-8a,9,11,12-tetrahydropyrazino[1',2':4,5][1,4]oxazino[2,3-c][1,7]naphthyridin-10(8H)-carboxylate